[N+](=O)([O-])C1=C(C)C(=CC(=C1)S(=O)(=O)C)[N+](=O)[O-] 2,6-dinitro-4-methylsulfonyltoluene